3-pyrazoleboronic acid N1N=C(C=C1)B(O)O